Tetrahydropyrido[2,3-b]pyrazine-7-carboxylate N1C2=C(NCC1)N=CC(=C2)C(=O)[O-]